C(CC1=CC=CC=C1)P(=O)([NH-])[NH-] phenethylphosphoryl-diamide